C(C)OC1=NC=CC=C1C1=NC(=C(C=C1)N1[C@@H](CN(CC1)C(=O)OC1(CCCC1)CC)CC)C(N[C@H]1CN(CC1)C)=O 1-ethylcyclopentyl (3R)-4-(2'-ethoxy-6-{[(3R)-1-methylpyrrolidin-3-yl]carbamoyl}-[2,3'-bipyridin]-5-yl)-3-ethylpiperazine-1-carboxylate